methyl 6-(cyclopropanecarbonyl)-1-oxo-pyridin-1-ium-3-carboxylate C1(CC1)C(=O)C1=CC=C(C[N+]1=O)C(=O)OC